CNC(CCNC(=O)C=1C=NC2=C(C=CC=C2C1)C1=CCC(CC1)C(F)(F)F)=O N-(3-(methylamino)-3-oxopropyl)-8-(4-(trifluoromethyl)cyclohex-1-en-1-yl)quinoline-3-carboxamide